chromene-5,6,7-triol O1CC=CC=2C(=C(C(=CC12)O)O)O